(S)-N-(5-methyl-4-oxo-2,3,4,5-tetrahydrobenzo[b][1,4]oxazepin-3-yl)-7-(m-tolyl)-1H-indole-2-carboxamide CN1C2=C(OC[C@@H](C1=O)NC(=O)C=1NC3=C(C=CC=C3C1)C=1C=C(C=CC1)C)C=CC=C2